OC=1C=C(C(=C(C#N)C1)NC1CC(C1)(C)O)C(F)(F)F 5-hydroxy-2-{[(cis)-3-hydroxy-3-methylcyclobutyl]amino}-3-(trifluoromethyl)benzonitrile